ethyl-3-nitrooxypropanol CCC(CCO[N+](=O)[O-])O